FC1=CC=C(C=N1)C=1C=CC(=C(C1)NC1=NC=NC2=CC(=C(C=C12)OC1CN(C1)C(C=C)=O)OC)OC 1-(3-((4-((5-(6-fluoropyridin-3-yl)-2-methoxyphenyl)amino)-7-methoxyquinazolin-6-yl)oxy)azetidin-1-yl)prop-2-en-1-one